BrC=1C=CC(=C(C1)C1=NC=2C=NC(=NC2N(C1=O)C)SC)F 6-(5-bromo-2-fluorophenyl)-8-methyl-2-(methylthio)pteridin-7(8H)-one